2-((5-bromo-2-((4-((4-((2-(2,4-dioxotetrahydropyrimidin-1(2H)-yl)-1-oxoisoindolin-5-yl)methyl)piperazin-1-yl)sulfonyl)-2-methylphenyl)amino)pyrimidin-4-yl)amino)-6-fluorobenzamide BrC=1C(=NC(=NC1)NC1=C(C=C(C=C1)S(=O)(=O)N1CCN(CC1)CC=1C=C2CN(C(C2=CC1)=O)N1C(NC(CC1)=O)=O)C)NC1=C(C(=O)N)C(=CC=C1)F